N-(3-{(1R,3s,5S)-3-(1-oxo-6-isoquinolylamino)-8-azabicyclo[3.2.1]oct-8-yl}-3-oxopropyl)-2-pyrrolecarboxamide O=C1NC=CC2=CC(=CC=C12)NC1C[C@H]2CC[C@@H](C1)N2C(CCNC(=O)C=2NC=CC2)=O